(S)-7-((8-((diphenylmethylene)amino)-6-fluoro-3-iodo-1-methyl-4-carbonyl-1,4-dihydroquinolin-2-yl)methyl)-4-ethyl-4-hydroxy-1,7-dihydro-3H-pyrano[3,4-c]pyridine-3,8(4H)-dione C1(=CC=CC=C1)C(C1=CC=CC=C1)=NC=1C=C(C=C2C(C(=C(N(C12)C)CN1C(C2=C(C=C1)[C@@](C(OC2)=O)(O)CC)=O)I)=C=O)F